Cl.FC1(C(NC(CC1)=O)=O)N1C(C2=CC=C(C=C2C1=O)N1CCNCC1)=O 2-(3-fluoro-2,6-dioxopiperidin-3-yl)-5-(piperazin-1-yl)isoindoline-1,3-dione hydrochloride